FC1=CC=C(C(=N1)NS(=O)(=O)C1=CC=CC=C1)[N+](=O)[O-] N-(6-fluoro-3-nitropyridin-2-yl)benzenesulfonamide